1-(1-(benzo[d][1,3]dioxol-5-yl)ethyl)piperazine O1COC2=C1C=CC(=C2)C(C)N2CCNCC2